ClC=1C=C(C=C(C1)Cl)NC1=CC(=NC=2N1N=C(N2)C(F)(F)F)C(F)(F)F N-(3,5-dichlorophenyl)-2,5-bis(trifluoromethyl)[1,2,4]triazolo[1,5-a]pyrimidin-7-amine